(octadecyloxy)-5'-pentadecyl-[1,1'-biphenyl]-4-carbaldehyde C(CCCCCCCCCCCCCCCCC)OC1=C(C=CC(=C1)C=O)C1=CC=CC(=C1)CCCCCCCCCCCCCCC